OC1=CC=C(C=2C=CC=NC12)CC=O 8-hydroxyquinoline-5-acetaldehyde